spiro[piperidine-4,4'-quinazolin] N1=CNC2(C3=CC=CC=C13)CCNCC2